C(C)(C)(C)C1=CC=CC2=C1C1=C(O2)C=C(C=C1)NC1=C(C=C(C=C1)C(C)(C)C)C1=CC=CC=C1 9-(tert-butyl)-N-(5-(tert-butyl)-[1,1'-biphenyl]-2-yl)dibenzo[b,d]furan-3-amine